2,6-Dimethylcyclohexyl (7-fluoro-6-(8-methyl-2,3-dihydro-1H-pyrido[2,3-b][1,4]oxazin-7-yl)isoquinolin-3-yl)carbamate FC1=C(C=C2C=C(N=CC2=C1)NC(OC1C(CCCC1C)C)=O)C1=C(C2=C(OCCN2)N=C1)C